4-((3aR,6aS)-tetrahydro-1H-furo[3,4-c]pyrrol-5(3H)-yl)-7-((2-(trimethylsilyl)ethoxy)methyl)-7H-pyrrolo[2,3-d]pyrimidin C1OC[C@@H]2[C@H]1CN(C2)C=2C1=C(N=CN2)N(C=C1)COCC[Si](C)(C)C